Octanaldehyd C(CCCCCCC)=O